ClC=1C=CC(=C(C1)C=1C(=NN(C(C1)=O)[C@H](C(=O)NC1=CC(=C(C(=O)O)C=C1)F)CC1=CC=CC=C1)OC([2H])([2H])[2H])C(CC)=O (S)-4-(2-(4-(5-chloro-2-propionylphenyl)-3-(methoxy-d3)-6-oxopyridazin-1(6H)-yl)-3-phenylpropionamido)-2-fluorobenzoic acid